C(C)(C)(C)OC(C[C@H](C(=O)O)CC1=CC=C(C=C1)C(F)F)=O (R)-4-(tert-butoxy)-2-(4-(difluoromethyl)-benzyl)-4-oxobutanoic acid